CC=1C=NC=CC1NC=1C=NC=2CCN=CC2C1 3-((3-methylpyridin-4-yl)amino)-7,8-dihydro-1,6-naphthyridin